C(C)N(C1CCCCC1)C(CC1CCN(CC1)C(=O)[C@H](CC(C)C)N1C([C@@H](NCC1)CC(C)C)=O)=O (S)-1-[(S)-1-({4-[2-(N-Ethyl-N-cyclohexylamino)-2-oxoethyl]-1-piperidyl}carbonyl)-3-methylbutyl]-3-isobutyl-2-piperazinone